NC=1C=C(C=CC1CO[Si](C)(C)C(C)(C)C)NC([C@H](CCCNC(=O)N)NC([C@H](C(C)C)NC(OC(C)(C)C)=O)=O)=O tert-butyl ((S)-1-(((S)-1-((3-amino-4-(((tert-butyldimethylsilyl)oxy)methyl)phenyl)amino)-1-oxo-5-ureidopentan-2-yl)amino)-3-methyl-1-oxobutan-2-yl)carbamate